3-(3-Chloro-1H-pyrrolo[2,3-b]pyridin-2-yl)-1-((tetrahydro-2H-pyran-4-yl)methyl)-1H-pyrazolo[3,4-d]pyrimidin-4-amine ClC1=C(NC2=NC=CC=C21)C2=NN(C1=NC=NC(=C12)N)CC1CCOCC1